S(=O)=C1OC(=NN1)C=1N=C(SC1)C1=CC=CC=C1 2-(sulfinyl)-5-(2-phenylthiazol-4-yl)-1,3,4-oxadiazole